3-(1-benzyl-1H-pyrazol-4-yl)-5-bromo-1-((2-(trimethylsilyl)ethoxy)methyl)-1H-pyrazolo[3,4-b]pyridine C(C1=CC=CC=C1)N1N=CC(=C1)C1=NN(C2=NC=C(C=C21)Br)COCC[Si](C)(C)C